dimethyldiazadiindenofluorene CC1=C(N=NC=2CC=3C=4C(=C5C(C3C12)=C1C=CC=CC1=C5)C=5C=CC=CC5C4)C